(3s,4r)-3-{[5-(4-chloro-2-fluorophenyl)-1,3,4-oxadiazol-2-yl]amino}-4-(2,6-difluoro-4-methoxyphenyl)pyrrolidin-2-one ClC1=CC(=C(C=C1)C1=NN=C(O1)N[C@@H]1C(NC[C@H]1C1=C(C=C(C=C1F)OC)F)=O)F